N-{6,7-dimethoxy-1H,2H,3H-cyclopenta[b]quinolin-9-yl}-3-methylpiperidin-4-amine COC=1C(=CC=2C(=C3C(=NC2C1)CCC3)NC3C(CNCC3)C)OC